5-[5-(4-Fluoro-3-methyl-phenyl)-6-tetrahydropyran-3-yl-1H-pyrrolo[2,3-f]indazol-7-yl]-6-methoxy-pyridine-2-carboxylic acid methyl ester COC(=O)C1=NC(=C(C=C1)C1=C(N(C=2C=C3C=NNC3=CC21)C2=CC(=C(C=C2)F)C)C2COCCC2)OC